3-((1-(7-aminoheptan-3-yl)-7-(dimethylcarbamoyl)-1H-benzo[d]imidazol-2-yl)carbamoyl)benzoic acid NCCCCC(CC)N1C(=NC2=C1C(=CC=C2)C(N(C)C)=O)NC(=O)C=2C=C(C(=O)O)C=CC2